methyl (3S)-3-[(2S)-4-[(methoxycarbonyl)oxy]-2-({N-[(4-methoxy-1H-indol-2-yl)carbonyl]-L-leucyl}amino)-3-oxobutyl]-2-oxopyrrolidine-1-carboxylate COC(=O)OCC([C@H](C[C@H]1C(N(CC1)C(=O)OC)=O)NC([C@@H](NC(=O)C=1NC2=CC=CC(=C2C1)OC)CC(C)C)=O)=O